BrC=1C(C2=CC(=CC=C2C1C1=C(N=CS1)C)CC(=O)O)=O.BrC=1C(C2=CC(=CC=C2C1C1=C(N=CS1)C)CC(=O)O)=O 2-bromo-3-(4-methylthiazol-5-yl)-1-oxo-1H-inden-6-ylacetate (2-bromo-3-(4-methylthiazol-5-yl)-1-oxo-1H-inden-6-yl acetat)